(3-(dibenzylamino)cyclobutyl)(5-(4,4,5,5-tetramethyl-1,3,2-dioxaborolan-2-yl)-1-(triisopropylsilyl)-1H-pyrrolo[2,3-b]pyridin-4-yl)methanone C(C1=CC=CC=C1)N(C1CC(C1)C(=O)C1=C2C(=NC=C1B1OC(C(O1)(C)C)(C)C)N(C=C2)[Si](C(C)C)(C(C)C)C(C)C)CC2=CC=CC=C2